FC1=C(C=C(\C=C\2/OC(C3=CC=CC=C23)=O)C=C1)C(=O)N1CC(C1)N(C1=NC=CC=N1)C (Z)-3-(4-fluoro-3-(3-(methyl-(pyrimidin-2-yl)amino)azetidine-1-carbonyl)benzylidene)isobenzofuran-1(3H)-one